BrC=1C(=C(C=CC1)C(C1CCN(CC1)C(=O)OC(C)(C)C)(F)F)F tert-butyl 4-((3-bromo-2-fluorophenyl)-difluoromethyl)piperidine-1-carboxylate